(S)-quinuclidin-3-yl (5-(furan-2-yl)-2,2-dimethyl-2,3-dihydro-1H-inden-1-yl)carbamat O1C(=CC=C1)C=1C=C2CC(C(C2=CC1)NC(O[C@@H]1CN2CCC1CC2)=O)(C)C